O1B(CCC12CNCCC2)O 1-oxa-7-aza-2-boraspiro[4.5]decan-2-ol